tert-butyl 3-[[4-methyl-3-[[3-(9-tetrahydropyran-2-ylpurin-6-yl)-2-pyridyl]amino]phenyl]carbamoyl]indole-1-carboxylate CC1=C(C=C(C=C1)NC(=O)C1=CN(C2=CC=CC=C12)C(=O)OC(C)(C)C)NC1=NC=CC=C1C1=C2N=CN(C2=NC=N1)C1OCCCC1